N-[1-(3-chloropyrazin-2-yl)ethyl]-N-[(3,4-dimethoxyphenyl)methyl]-3,5-bis(trifluoromethyl)benzamide ClC=1C(=NC=CN1)C(C)N(C(C1=CC(=CC(=C1)C(F)(F)F)C(F)(F)F)=O)CC1=CC(=C(C=C1)OC)OC